5-Bromo-2-cyanopyridin-3-yl 3-[4-(4-chloro-3-fluorophenyl)-1H-1,2,3-triazol-1-yl]-3-deoxy-2-O-methyl-1-thio-α-D-galactopyranoside ClC1=C(C=C(C=C1)C=1N=NN(C1)[C@@H]1[C@H]([C@@H](SC=2C(=NC=C(C2)Br)C#N)O[C@@H]([C@@H]1O)CO)OC)F